BrC1=CC=2C(C3=CC=C(C=C3NC2C=C1)Cl)(C)C 2-Bromo-6-chloro-9,9-dimethyl-9,10-dihydroacridine